C(#N)C1=C(C=CC=C1)C1=CCC(C=C1)(CBr)CBr 2-cyano-4',4'-dibromomethylbiphenyl